8-((4-([1,1'-biphenyl]-4-yl)piperidin-1-yl)methyl)-3,9-dihydroxybenzo[5,6]oxazepin C1(=CC=C(C=C1)C1CCN(CC1)CC1=C(C2=C(C=CC(=NO2)O)C=C1)O)C1=CC=CC=C1